BrC1=CC=C(C=C1)NC(=O)NN1C(NC(C1=O)(CCC=1OC(=CC1)C)C)=O 1-(4-bromophenyl)-3-{4-methyl-4-[2-(5-methylfuran-2-yl)ethyl]-2,5-dioxoimidazolidin-1-yl}urea